ClC=1C=C2C(=NC(=NC2=C(C1C1=C2C=NNC2=CC=C1C)OC1CC1)N1CC(C1)N(C)C)N1CCN(CC1)C(C=C)=O 1-(4-(6-chloro-8-cyclopropoxy-2-(3-(dimethylamino)azetidine-1-yl)-7-(5-methyl-1H-indazol-4-yl)quinazolin-4-yl)piperazin-1-yl)prop-2-en-1-one